C(C1=CC=CC=C1)OC1=CC(=C(C(=O)N2[C@@H](C[C@H](C2)NC(=O)OC(C)(C)C)C(=O)OC)C=C1OC)[N+](=O)[O-] methyl (2S,4R)-1-(4-(benzyloxy)-5-methoxy-2-nitrobenzoyl)-4-((tert-butoxycarbonyl)amino)pyrrolidine-2-carboxylate